2,3',6-tris(trifluoromethyl)benzidine isopropyl-(S)-2-amino-6-diazo-5-oxohexanoate C(C)(C)OC([C@H](CCC(C=[N+]=[N-])=O)N)=O.FC(C1=C(C(=CC(=C1)N)C(F)(F)F)C1=CC(=C(N)C=C1)C(F)(F)F)(F)F